3-[4-(trifluoromethoxy)phenyl]Propan-1-one FC(OC1=CC=C(C=C1)CCC=O)(F)F